(S)-N-(1-((4-(1,2-dimethyl-6-oxo-1,6-dihydropyridin-3-yl)-3-(trifluoromethyl)phenyl)amino)-1-oxo-3,3-diphenylpropan-2-yl)-1-methyl-1H-pyrazole-5-carboxamide CN1C(=C(C=CC1=O)C1=C(C=C(C=C1)NC([C@H](C(C1=CC=CC=C1)C1=CC=CC=C1)NC(=O)C1=CC=NN1C)=O)C(F)(F)F)C